N2-(1-(4-(trifluoromethyl)-1H-imidazol-2-yl)ethyl)-1,3,5-triazine-2,4-diamine FC(C=1N=C(NC1)C(C)NC1=NC=NC(=N1)N)(F)F